ClC1=CC=C(S1)C=1C=C(C=CC1)C=CC(=O)N1C(OCC1C1=CC=CC=C1)=O 3-(3-(3-(5-chlorothiophene-2-yl)phenyl)acryloyl)-4-phenyloxazolidin-2-one